5-(((4-((1R,5S)-3,8-diazabicyclo[3.2.1]octan-3-yl)-7-(8-ethyl-7-fluoro-3-hydroxynaphthalen-1-yl)-6,8-difluoroquinazolin-2-yl)oxy)methyl)-5-methylpyrrolidin-2-one [C@H]12CN(C[C@H](CC1)N2)C2=NC(=NC1=C(C(=C(C=C21)F)C2=CC(=CC1=CC=C(C(=C21)CC)F)O)F)OCC2(CCC(N2)=O)C